N-acetyl-N-[5-(4-benzhydrylpiperazine-1-carbonyl)pyrimidin-4-yl]acetamide C(C)(=O)N(C(C)=O)C1=NC=NC=C1C(=O)N1CCN(CC1)C(C1=CC=CC=C1)C1=CC=CC=C1